COCCN(N)C 1-(2-methoxyethyl)-1-methylhydrazine